ClC1=C(C(=O)N2COC3=C(C2)C=CC=C3C3=CC(=C(C(=O)O)C=C3F)N3CCOCC3)C=C(C(=C1)N1CC3(COC3)C1)OC 4-[3-[2-chloro-5-methoxy-4-(2-oxa-6-azaspiro[3.3]heptan-6-yl)benzoyl]-2,4-dihydro-1,3-benzoxazine-8-yl]-5-fluoro-2-morpholin-4-ylbenzoic acid